C(C)NCCC[Si](OCC)(OCC)OCC Gamma-(N-ethyl)aminopropyltriethoxysilane